FC1=CC=C(C=C1)N1C(N(C=C(C1=O)C(=O)NC1=CC=C(C=C1)OC=1C2=C(N=CN1)CN(CC2)CC2CN(C2)C)C(C)C)=O 3-(4-fluorophenyl)-1-isopropyl-N-(4-((7-((1-methylazetidin-3-yl)methyl)-5,6,7,8-tetrahydropyrido[3,4-d]pyrimidin-4-yl)oxy)phenyl)-2,4-dioxo-1,2,3,4-tetrahydropyrimidine-5-carboxamide